(R)-4-(but-3-yn-2-yl)morpholin-3-one C[C@H](C#C)N1C(COCC1)=O